N-(1,1-dioxidotetrahydro-2H-thiopyran-4-yl)-4-(2-oxo-2,3-dihydro-1H-imidazo[4,5-b]pyridin-7-yl)piperazine-1-carboxamide O=S1(CCC(CC1)NC(=O)N1CCN(CC1)C1=C2C(=NC=C1)NC(N2)=O)=O